4-(6-((1S,6R,7R)-7-(aminomethyl)-7-(2-fluorophenyl)-3-azabicyclo[4.1.0]heptan-3-yl)-1H-pyrazolo[3,4-b]pyrazin-3-yl)-3-chloro-N,N-dimethylpyridin-2-amine NC[C@@]1([C@@H]2CCN(C[C@H]12)C1=CN=C2C(=N1)NN=C2C2=C(C(=NC=C2)N(C)C)Cl)C2=C(C=CC=C2)F